(R,Z)-3-(1-((1-(2-Hydroxypropyl)-5-methyl-1H-pyrazol-3-yl)amino)ethylidene)-5-(4-methylpyridin-3-yl)-1H-pyrrolo[2,3-c]pyridin-2(3H)-one O[C@@H](CN1N=C(C=C1C)N\C(\C)=C\1/C(NC2=CN=C(C=C21)C=2C=NC=CC2C)=O)C